ethyl α-methyl-3-(trifluoromethyl)-1H-pyrazole-1-acetate CC(C(=O)OCC)N1N=C(C=C1)C(F)(F)F